ClC1=CC=C(C(=N1)C(=O)OC)N[C@H](C)C=1C=C(C=C2C(N(C(=NC12)C1=C(N=C(S1)C)C)C)=O)C (R)-methyl 6-chloro-3-(1-(2-(2,4-dimethylthiazol-5-yl)-3,6-dimethyl-4-oxo-3,4-dihydroquinazolin-8-yl)ethylamino)picolinate